IC([C@@H]1[C@H](C[C@@H](O1)N1C(=O)NC(=O)C=C1)O)O deoxy-5'-iodouridine